(trans)-4-methyl-7-fluorosulfonyl-vinylcoumarin CC1=C(C(OC2=CC(=CC=C12)S(=O)(=O)F)=O)C=C